N-((5-chloro-6-(thiazol-4-ylmethoxy)-1H-indol-2-yl)methyl)tetrahydrofuran-3-carboxamide ClC=1C=C2C=C(NC2=CC1OCC=1N=CSC1)CNC(=O)C1COCC1